sodium stearate ethyl-fumarate C(C)/C(/C(=O)[O-])=C\C(=O)O.C(CCCCCCCCCCCCCCCCC)(=O)O.[Na+]